CC1=CSC2=C1C=CC=C2C#N 3-Methyl-1-benzothiophene-7-carbonitrile